6'-ethynyl-8'-methyl-2'H-spiro[cyclohexane-1,3'-imidazo[1,5-a]pyridine]-1',5'-dione C(#C)C1=CC(=C2N(C1=O)C1(NC2=O)CCCCC1)C